2-(3-chloro-2-fluoro-4-(4-hydroxy-3-isopropylbenzyl)-5-methylphenoxy)acetic acid ethyl ester C(C)OC(COC1=C(C(=C(C(=C1)C)CC1=CC(=C(C=C1)O)C(C)C)Cl)F)=O